2-Fluoro-6',7'-dimethyl-2'-phenylspiro[fluorene-9,3'-indole] FC1=CC2=C(C=C1)C1=CC=CC=C1C21C(=NC2=C(C(=CC=C12)C)C)C1=CC=CC=C1